FC(C(=O)O)(F)F.N1CC(C1)C=1OC(=NN1)C 2-(azetidin-3-yl)-5-methyl-1,3,4-oxadiazole trifluoroacetate salt